N[C@@H](CCC(=O)CCNC([C@@H](N)CCC(=O)NCC)=O)C(=O)O theanine (L-γ-glutamylethylamide)